(e)-5-(3-(4-Chlorophenyl)acryloyl)-2-methoxybenzenesulfonamide ClC1=CC=C(C=C1)/C=C/C(=O)C=1C=CC(=C(C1)S(=O)(=O)N)OC